9,10-Dibutoxyl-Anthracene O(CCCC)C=1C2=CC=CC=C2C(=C2C=CC=CC12)OCCCC